N-(4-(4-amino-5-(3-methoxy-4-(pyrimidin-2-ylthio)phenyl)-7-methyl-7H-pyrrolo[2,3-d]pyrimidin-6-yl)phenyl)acrylamide NC=1C2=C(N=CN1)N(C(=C2C2=CC(=C(C=C2)SC2=NC=CC=N2)OC)C2=CC=C(C=C2)NC(C=C)=O)C